spiro[benzo[d][1,3]oxazine-4,3'-pyrrolidin]-2(1H)-one N1CC2(CC1)C1=C(NC(O2)=O)C=CC=C1